O=C1N(/C(/SC1)=N/C(OCCC1=CC=C(C=C1)C1=NN(C=N1)C1=CC=C(C=C1)OC(F)(F)F)=O)C1=C(C=CC=C1)CCC(F)(F)F 4-(1-(4-(Trifluoromethoxy)phenyl)-1H-1,2,4-triazol-3-yl)phenethyl (Z)-(4-oxo-3-(2-(3,3,3-trifluoropropyl)phenyl)thiazolidin-2-ylidene)carbamate